6-(4,4,5,5-tetramethyl-1,3,2-dioxaborolan-2-yl)-2H-phthalazin-1-one CC1(OB(OC1(C)C)C=1C=C2C=NNC(C2=CC1)=O)C